(S)-N-(4-(1-acryloylpiperidine-3-carboxamido)-3-fluorophenyl)-6-(1H-pyrazol-5-yl)picolinamide C(C=C)(=O)N1C[C@H](CCC1)C(=O)NC1=C(C=C(C=C1)NC(C1=NC(=CC=C1)C1=CC=NN1)=O)F